(5-hydroxy-4,6'-dimethyl-[3,3'-bipyridine]-6-carbonyl)glycine methyl ester COC(CNC(=O)C1=C(C(=C(C=N1)C=1C=NC(=CC1)C)C)O)=O